CN1C=CC=2C1=NC=C(C2)N methyl-1H-pyrrolo[2,3-b]pyridin-5-amine